N[C@@H]1CN(CC1)C(=O)C=1SC(=CC1C)C1=C(C=C(C=C1)C1CCN(CC1)C)Cl (S)-(3-aminopyrrolidin-1-yl)(5-(2-chloro-4-(1-methylpiperidin-4-yl)phenyl)-3-methylthiophen-2-yl)methanone